C(C)S(=O)(=O)C=1C=C2CN(C(C2=CC1)C(=O)NC1=CC=C(C=C1)C(C(F)(F)F)(C(F)(F)F)O)C(CCF)=O 5-(Ethylsulfonyl)-2-(3-fluoropropanoyl)-N-[4-(1,1,1,3,3,3-hexafluoro-2-hydroxypropan-2-yl)phenyl]-2,3-dihydro-1H-isoindole-1-carboxamide